FC(OC1=C(C=CC(=C1)F)[C@H]1[C@@H](O[C@@]([C@H]1C)(C(F)(F)F)C)C(=O)NC1=CC(=NC=C1)C(=O)N)F 4-((2R,3S,4S,5S)-3-(2-(difluoromethoxy)-4-fluorophenyl)-4,5-dimethyl-5-(trifluoromethyl)tetrahydrofuran-2-carboxamido)picolinamide